C(CCCCCCCCC)NC(CCCCCCCN(CCCCCC(=O)N(CCCCCCCCCC)CCCCCCCCCC)CCCCCC(=O)N(CCCCCCCCCC)CCCCCCCCCC)=O 6,6'-((8-(Decylamino)-8-oxooctyl)azanediyl)bis(N,N-didecylhexanamide)